(S)-tert-butyl 3-((4-((3-(cyclopropylmethyl)-2H-indazol-5-yl)amino)pyrido[3,2-d]pyrimidin-6-yl)oxy)pyrrolidine-1-carboxylate C1(CC1)CC=1NN=C2C=CC(=CC12)NC=1C2=C(N=CN1)C=CC(=N2)O[C@@H]2CN(CC2)C(=O)OC(C)(C)C